CCCCCCCCCCCCCCCC(=O)OCC(COC(=O)CCCCCCC/C=C/CCCCCCCC)O Glycerol 1-palmitate 3-oleate